O1CCCC2=C1C=CC=C2 3,4-dihydro-2H-benzopyran